OC1=C(C=CC(=C1)O)C(C)NCC1=C(C(=NC=C1)NC(OC(C)(C)C)=O)F.CN(CCN([Si](C)(C)C)C)[Si](C)(C)C dimethyl-N,N'-bis(trimethylsilyl) ethylenediamine tert-butyl N-[4-({[1-(2,4-dihydroxyphenyl)ethyl]amino}methyl)-3-fluoropyridin-2-yl]carbamate